C1(CCCC1)N1C(=CC2=C1N=C(N=C2)NC2=NC=C(C=C2)N2CCN(CC2)CC2=CC=C(C=C2)C2C(NC(CC2)=O)=O)C(=O)N(C)C 7-cyclopentyl-2-((5-(4-(4-(2,6-dioxopiperidin-3-yl)benzyl)piperazin-1-yl)pyridin-2-yl)amino)-N,N-dimethyl-7H-pyrrolo[2,3-d]pyrimidine-6-carboxamide